BrC1=C(C=C(C=C1)N1N=CC=N1)CO (2-Bromo-5-(2H-1,2,3-triazol-2-yl)phenyl)methanol